(3-bromophenyl)pentanoic acid BrC=1C=C(C=CC1)C(C(=O)O)CCC